BrC1=CC=C(C(=O)NCCS(=O)(=O)C)C=C1 4-bromo-N-(2-(methylsulfonyl)ethyl)benzamide